C(#N)C=1C=C(C=CC1CN1C(=NC=C1)C)C1=CSC(=C1)CC(C)C 3-(3-cyano-4-((2-methyl-1H-imidazol-1-yl)methyl)phenyl)-5-isobutylthiophene